3-methyl-imidazole thiocyanate [S-]C#N.CN1C=NC=C1